3-((5-(4-Amino-4-methylpiperidin-1-yl)pyrazin-2-yl)thio)-2-chloro-N-(methylsulfonyl)benzamide methyl-4-methyl-6-thioxo-1,6-dihydropyridine-3-carboxylate COC(=O)C1=CNC(C=C1C)=S.NC1(CCN(CC1)C=1N=CC(=NC1)SC=1C(=C(C(=O)NS(=O)(=O)C)C=CC1)Cl)C